COC(NC1=CC=CC2=C(C=CC=C12)NC(C1=CC=C(C=C1)F)=O)=O (5-(4-Fluorobenzamido)naphthalen-1-yl)carbamic acid methyl ester